[Si](C)(C)(C(C)(C)C)N1C(CC1=O)C(=O)[O-] 1-[tert-butyl(dimethyl)silyl]-4-oxoazetidine-2-carboxylate